2-(6-azaspiro[2.5]octan-6-yl)-6-(1,1,1-trifluoro-2-hydroxypropan-2-yl)nicotinic acid C1CC12CCN(CC2)C2=C(C(=O)O)C=CC(=N2)C(C(F)(F)F)(C)O